3-(4-chlorophenyl)-2-oxopropionic acid ClC1=CC=C(C=C1)CC(C(=O)O)=O